(S)-3-((1,4-dioxan-2-yl)methoxy)-6-bromo-1-methyl-1H-indazole O1[C@@H](COCC1)COC1=NN(C2=CC(=CC=C12)Br)C